N,N-dibutyl-N-methyl-N-amyl-ammonium 1,3,3-Trimethyl-1-buten-1,4-dicarboxylat CC(=CC(CC(=O)[O-])(C)C)C(=O)[O-].C(CCC)[N+](CCCCC)(C)CCCC.C(CCC)[N+](CCCC)(C)CCCCC